C1(CCCCC1)N1C=NC=C1 1-cyclohexylimidazole